2-[(4,5-diphenyl-1H-imidazol-2-yl)sulfanyl]-N,N-dimethyl-ethanamine C1(=CC=CC=C1)C=1N=C(NC1C1=CC=CC=C1)SCCN(C)C